(2R)-2-Amino-N-[4-(1H-pyrrolo[2,3-b]pyridin-4-yl)phenyl]pentanamide N[C@@H](C(=O)NC1=CC=C(C=C1)C1=C2C(=NC=C1)NC=C2)CCC